1,1,4,4,4-pentafluoro-2-(trifluoromethyl)-1-butene FC(=C(CC(F)(F)F)C(F)(F)F)F